2-{[(3R,4S)-1-acryloyl-3-methoxypiperidin-4-yl]amino}-N-[(1R,2R)-2-(trifluoromethyl)cyclopropyl]-5H-pyrrolo[2,3-b]pyrazine-7-carboxamide C(C=C)(=O)N1C[C@H]([C@H](CC1)NC=1N=C2C(=NC1)NC=C2C(=O)N[C@H]2[C@@H](C2)C(F)(F)F)OC